C(C)(C)(C)OC(=O)N[C@@H](C(C)C)C(=O)OC[C@H]1O[C@]([C@@H]2OC(O[C@@H]21)(C)C)(C2=CC=C1C(=NC=NN12)NC(=O)OCCCCC)C#N ((3aR,4R,6R,6aR)-6-cyano-2,2-dimethyl-6-(4-(((pentyloxy)carbonyl)amino)pyrrolo[2,1-f][1,2,4]triazin-7-yl)tetrahydrofuro[3,4-d][1,3]dioxol-4-yl)methyl (tert-butoxycarbonyl)-L-valinate